3-((1-(1-(3-hydroxy-2,2-dimethylpropyl)-1H-pyrazol-4-yl)-6-chloro-2-cyclopropyl-7-fluoro-1H-indol-3-yl)thio)-2-fluorobenzoic acid sodium salt [Na+].OCC(CN1N=CC(=C1)N1C(=C(C2=CC=C(C(=C12)F)Cl)SC=1C(=C(C(=O)[O-])C=CC1)F)C1CC1)(C)C